N-(4-(3-amino-6-(1-isobutyrylpiperidin-4-yl)-1H-indazol-4-yl)phenyl)-5-(4-fluorophenyl)-4-hydroxy-6-methylnicotinamide NC1=NNC2=CC(=CC(=C12)C1=CC=C(C=C1)NC(C1=CN=C(C(=C1O)C1=CC=C(C=C1)F)C)=O)C1CCN(CC1)C(C(C)C)=O